O1COC=2C=CC3=C(N=C(S3)N3C(N[C@@H]4[C@H]3C[C@@H](OC4)CO)=O)C21 (3aR,6R,7aR)-1-(2H-[1,3]dioxolo[4,5-e][1,3]benzothiazol-7-yl)-6-(hydroxymethyl)hexahydropyrano[3,4-d]imidazol-2(3H)-one